[Li].CC1(CC=C(C=C1)C1=CC=CC=C1)C 4,4-dimethylbiphenyl lithium